ClC=1C=C(CNC([C@@H](CS(=O)(=O)C2=C(C=CC=C2)O)N2C([C@H]3N(C(CC2)CCC2=CC=CC=C2)C[C@@H](C3)NC(OC(C)(C)C)=O)=O)=O)C=CC1Cl tert-butyl ((8R,9aS)-2-((S)-1-((3,4-dichlorobenzyl)amino)-3-((2-hydroxyphenyl)sulfonyl)-1-oxopropan-2-yl)-1-oxo-5-phenethyloctahydro-1H-pyrrolo[1,2-a][1,4]diazepin-8-yl)carbamate